N4-[2-(5-fluoro-6-methyl-2-pyridyl)pyrimidin-4-yl]-N2-[4-[4-(4-methylpiperazin-1-yl)-1-piperidyl]phenyl]pyrimidine-2,4-diamine FC=1C=CC(=NC1C)C1=NC=CC(=N1)NC1=NC(=NC=C1)NC1=CC=C(C=C1)N1CCC(CC1)N1CCN(CC1)C